3-(4-((((9H-fluoren-9-yl)methoxy)carbonyl)amino)phenyl)acrylic acid C1=CC=CC=2C3=CC=CC=C3C(C12)COC(=O)NC1=CC=C(C=C1)C=CC(=O)O